O[C@@H]1CC[C@H](CC1)C(=O)N(C[C@@H]1CC[C@H](CC1)C1=CC(=C(C=C1)OC)C)C1=CC(=CC=C1)C=1N=C(OC1)C(C)C trans-4-Hydroxy-N-(3-(2-isopropyloxazol-4-yl)phenyl)-N-((trans-4-(4-methoxy-3-methylphenyl)cyclohexyl)methyl)cyclohexanecarboxamide